tri(4-iodophenyl)amine IC1=CC=C(C=C1)N(C1=CC=C(C=C1)I)C1=CC=C(C=C1)I